N-(1-(3-((2-(1,3-Dimethyl-1H-pyrazol-4-yl)pyrimidin-4-yl)amino)-5-isopropylisoquinolin-8-yl)azetidin-3-yl)-N-methyl-methanesulfonamide CN1N=C(C(=C1)C1=NC=CC(=N1)NC=1N=CC2=C(C=CC(=C2C1)C(C)C)N1CC(C1)N(S(=O)(=O)C)C)C